FC(C1C(NC=2C=C3C=NC=NC3=CC21)=O)(F)F 8-(trifluoromethyl)-6,8-dihydro-7H-pyrrolo[2,3-g]quinazolin-7-one